7-[4-(4-methylpiperazin-1-yl)-1-piperidyl]-2-[3-(6-methyl-2-pyridyl)-1H-pyrazol-4-yl]-1,5-naphthyridine CN1CCN(CC1)C1CCN(CC1)C1=CN=C2C=CC(=NC2=C1)C=1C(=NNC1)C1=NC(=CC=C1)C